FC1(CC(C1)C(=O)OC)C1=CC(=NC=C1)OC Methyl 3-fluoro-3-(2-methoxypyridin-4-yl)cyclobutane-1-carboxylate